(S)-6-bromo-N-(1-(3-fluorophenyl)ethyl)-3-nitroquinolin-4-amine BrC=1C=C2C(=C(C=NC2=CC1)[N+](=O)[O-])N[C@@H](C)C1=CC(=CC=C1)F